C1(CC1)C=1C=C(OC=2C=C(NN(C2)CC(F)C2=C(C=C(C=C2)Cl)Cl)CC)C=CC1 5-(3-cyclopropylphenoxy)-N-[2-(2,4-dichlorophenyl)-2-fluoro-ethyl]-3-ethyl-pyridazine